BrC1=NN2C(C(=CC=C2)Cl)=N1 2-bromo-8-chloro-[1,2,4]triazolo[1,5-a]pyridine